2-(3,4-Difluorophenyl)-2-(2,5-dioxoimidazol-1-yl)acetic acid FC=1C=C(C=CC1F)C(C(=O)O)N1C(N=CC1=O)=O